ClC1=CC=C(OC2CCC3=CC=C(C=C23)NC(C=C)=O)C=C1 N-(3-(4-chlorophenoxy)-2,3-dihydro-1H-inden-5-yl)acrylamide